[Si](C1=CC=CC=C1)(C1=CC=CC=C1)(C(C)(C)C)O[C@@H]1[C@H]2[C@@H](N([C@@H]([C@@H]1O[Si](C1=CC=CC=C1)(C1=CC=CC=C1)C(C)(C)C)C2)C(=O)OC(C)(C)C)CO tert-butyl (1R,3R,4R,5R,6S)-5,6-bis((tert-butyldiphenylsilyl)oxy)-3-(hydroxymethyl)-2-azabicyclo[2.2.1]heptane-2-carboxylate